3-(5-(4-((4-azaspiro[2.5]octan-4-yl)methyl)-1-(oxetan-3-yl)-1H-pyrrolo[2,3-b]pyridin-6-yl)-1-oxoisoindolin-2-yl)piperidine-2,6-dione C1CC12N(CCCC2)CC2=C1C(=NC(=C2)C=2C=C3CN(C(C3=CC2)=O)C2C(NC(CC2)=O)=O)N(C=C1)C1COC1